Cl.NC(CO)(CO)CO Trometamol Hydrochlorid